BrC1=CC=CC(=N1)C(C(=O)O)C (6-Bromopyridin-2-yl)propionic acid